(S)-2-(4-(3-(2,3-dimethylphenyl)-1H-pyrazol-1-yl)-6-morpholinopyrimidin-2-yl)-2-methoxyethan-1-ol CC1=C(C=CC=C1C)C1=NN(C=C1)C1=NC(=NC(=C1)N1CCOCC1)[C@@H](CO)OC